FC=1C=2N(C=C(C1)NC(=O)C1=CC=C(C3=CN(N=C13)CCOC)N1C[C@H](N([C@H](C1)C)C(=O)OC(C)(C)C)C)C=C(N2)C |r| rac-tert-butyl (2R,6S)-4-[7-({8-fluoro-2-methylimidazo[1,2-a]pyridin-6-yl}carbamoyl)-2-(2-methoxyethyl) indazol-4-yl]-2,6-dimethylpiperazine-1-carboxylate